C(C)(C)NCCCOC1=CC=C(C=C1)CCOC 1-(isopropylamino)-3-[4-(2-methoxyethyl)phenoxy]propan